4-(6-methoxy-5-(methylsulfonyl)pyridin-2-yl)-1-methyl-1H-1,2,3-triazole-5-carboxylic acid COC1=C(C=CC(=N1)C=1N=NN(C1C(=O)O)C)S(=O)(=O)C